3-[3-[3-fluoro-5-(trifluoromethyl)phenoxy]azetidin-1-yl]pyridine-4-carboxylic acid FC=1C=C(OC2CN(C2)C=2C=NC=CC2C(=O)O)C=C(C1)C(F)(F)F